ClC=1NC2=C(C1)C=CC1=CC=CC=C12 2-chloronaphtho[2,1-d]Azole